S(=O)(=O)(O)OCC(O)CO monoglycerol sulfate